ClC1=C(OC2=C(OCC(=O)OCC)C=CC=C2)C=C(C(=C1)F)N1C(N(C(=CC1=O)C(C)F)C)=O ethyl (2-{2-chloro-4-fluoro-5-[4-(1-fluoroethyl)-3-methyl-2,6-dioxo-3,6-dihydropyrimidin-1(2H)-yl]phenoxy}phenoxy)acetate